C(C1=CC=CC=C1)N1CN(C2=CC=CC=C2C1)C=1C=NN(C1)OCC1=CC=CC=C1 3-benzyl-1-(1-benzyloxy-1H-pyrazol-4-yl)-2,3-dihydroquinazoline